(2S)-4-((3,3-difluoro-2-hydroxypropyl)(4-(5,6,7,8-tetrahydro-1,8-naphthyridin-2-yl)butyl)amino)-2-(quinazolin-4-ylamino)butanoic acid FC(C(CN(CC[C@@H](C(=O)O)NC1=NC=NC2=CC=CC=C12)CCCCC1=NC=2NCCCC2C=C1)O)F